BrC1=CC=C(C=C1)C(CO)(C)NC(CCl)=O N-(2-(4-bromophenyl)-1-hydroxypropan-2-yl)-2-chloroacetamide